CC(C)CC(CC(CC(C)C)=O)=O 2,8-dimethyl-4,6-nonanedione